1-(3-bromo-5-(trifluoromethyl)phenyl)ethane BrC=1C=C(C=C(C1)C(F)(F)F)CC